FC1=C(C(=CC=C1)C(F)(F)F)C(N1CC(N(CC1)C1=NC=C(C(=O)O)C=C1)=O)=NO 6-(4-((2-fluoro-6-(trifluoromethyl)phenyl)(hydroxyimino)methyl)-2-oxopiperazin-1-yl)nicotinic acid